2-(3,5-difluorophenoxy)acetaldehyde FC=1C=C(OCC=O)C=C(C1)F